(R)-1-(3,5-dichloro-4-(cyclopropylmethoxy)benzyl)pyrrolidin-3-amine hydrochloride Cl.ClC=1C=C(CN2C[C@@H](CC2)N)C=C(C1OCC1CC1)Cl